N1[C@@H](CCC1)C(=O)Cl prolyl chloride